2-(dimethylamino)-5-nitro-N-(pyridin-3-ylmethyl)benzamide CN(C1=C(C(=O)NCC=2C=NC=CC2)C=C(C=C1)[N+](=O)[O-])C